C(C)OCCC(=O)OCC ethyl 3-ethoxypropionate